N=1N=C(N2C1CNCC2)C(=O)N2CCC(CC2)C2=C(C=CC=C2)C(F)(F)F (5,6,7,8-tetrahydro-[1,2,4]triazolo[4,3-a]pyrazin-3-yl)(4-(2-(trifluoromethyl)phenyl)piperidin-1-yl)methanone